C(C)(C)(C)N(C(=O)OC[C@@H]1NCCC1)C1CC2(CN(C2)C2=NC=CC(=N2)NC2=NNC(=C2)C2CCCC2)C1 ((R)-pyrrolidin-2-yl)methanol tert-Butyl-(2-(4-((5-Cyclopentyl-1H-pyrazol-3-yl)amino)pyrimidin-2-yl)-2-azaspiro[3.3]heptan-6-yl)carbamate